4-[[[(3R)-3-(tert-butoxycarbonylamino)-4-oxo-3,5-dihydro-2H-1,5-benzothiazepine-7-Carbonyl]amino]carbamoyl]-4-cyano-piperidine-1-carboxylic acid benzyl ester C(C1=CC=CC=C1)OC(=O)N1CCC(CC1)(C#N)C(NNC(=O)C=1C=CC2=C(NC([C@H](CS2)NC(=O)OC(C)(C)C)=O)C1)=O